O1CCN(CC1)CC1=CC=C(C=C1)C#CC1=CC=C(C=C1)C1=CC(=NO1)CN1C(=NC=C1)C#N 1-((5-(4-((4-(Morpholinomethyl)phenyl)ethynyl)phenyl)isoxazol-3-yl)methyl)-1H-imidazol-2-nitrile